FC=1C=C(C=CC1)C(O)(C1=CC=CC=C1)C 3-fluoro-α-methyl-α-phenylbenzenemethanol